C(#N)C(C(=O)NC(OCC)=O)=NNC1=CC(=C(C(=C1)Cl)OC1=CN(C(C(=C1)F)=O)C(C)C)Cl ethyl (2-cyano-2-(2-(3,5-dichloro-4-((5-fluoro-1-isopropyl-6-oxo-1,6-dihydropyridin-3-yl)oxy)phenyl) hydrazineylidene)acetyl)carbamate